5-(4-Nitro-1H-pyrazol-3-yl)-3-(4-(trifluoromethoxy)phenyl)-1,2,4-oxadiazole [N+](=O)([O-])C=1C(=NNC1)C1=NC(=NO1)C1=CC=C(C=C1)OC(F)(F)F